C\C(=C/COCC(=CO)C)\CC\C=C(\CCC=C(C)C)/C 2-({[(2E,6E)-3,7,11-trimethyldodeca-2,6,10-trien-1-yl]oxy}methyl)propen-1-ol